C(C1=CC=CC=C1)OP(=O)(OCC1=CC=CC=C1)OC=1C=C2C(=CNC2=CC1)CCNC(=O)C1C(NCCC1)=O N-{2-[5-(dibenzyloxyphosphoryloxy)-1H-indol-3-yl]ethyl}-2-oxo-3-piperidinecarboxamide